C(CCC)B(O)O Butylboronic acid